C12(CC1)COC1=C2C(=CC=C1)OC1=CC=C(C=N1)N1CNC=2C=NC=CC21 1-(6-spiro[2H-benzofuran-3,1'-cyclopropane]-4-yloxy-3-pyridyl)-3H-imidazo[4,5-c]pyridin